NC=1C=C2C(=CC=NC2=CC1C)OCCCCN1C2=NC(=NC=C2N(C1=O)C)Cl 9-(4-((6-amino-7-methylquinolin-4-yl)oxy)butyl)-2-chloro-7-methyl-7,9-dihydro-8H-purin-8-one